[3-(4-AMINOCINNOLIN-7-YL)-4-(1,3-THIAZOL-2-YLOXY)PHENYL]BORONIC ACID FORMIC ACID SALT C(=O)O.NC1=CN=NC2=CC(=CC=C12)C=1C=C(C=CC1OC=1SC=CN1)B(O)O